[N+](=O)([O-])C=1C=CC(=NC1NC1=CC=NC=C1)N1[C@@H]2CN([C@H](C1)C2)C(=O)OC(C)(C)C tert-butyl (1S,4S)-5-{5-nitro-6-[(pyridin-4-yl)amino]pyridin-2-yl}-2,5-diazabicyclo[2.2.1]heptane-2-carboxylate